(E)-methyl-1H-pyrazol-4-amine CN1N=CC(=C1)N